BrC=1C=[N+](C=2C(N(C=CC2C1)C)=O)[O-] 3-bromo-7-methyl-8-oxo-7,8-dihydro-1,7-naphthyridine 1-oxide